2-(3-bromo-2-methylphenyl)-5-((3-(tert-butoxycarbonyl)pyrrolidin-1-yl)methyl)benzo[d]oxazole-7-carboxylic acid BrC=1C(=C(C=CC1)C=1OC2=C(N1)C=C(C=C2C(=O)O)CN2CC(CC2)C(=O)OC(C)(C)C)C